C1(=CC=CC=C1)C(C=C1NCCCN1)=O 1-phenyl-2-(tetrahydropyrimidine-2(1H)-ylidene)ethane-1-one